BrC=1C=C(C(=NC1)N1CC(C1)CNC(C1=C(C=C(C=C1)C(F)(F)F)F)=O)Cl N-((1-(5-bromo-3-chloropyridin-2-yl)azetidin-3-yl)methyl)-2-fluoro-4-(trifluoromethyl)benzamide